BrC1=C2C3=C(NC2=CC=C1)C(NC=C3)=O 5-Bromo-2,9-dihydropyrido[3,4-b]indol-1-on